FC(OC1=CC=C(C=C1)C1COC2=C(O1)C(=CC(=C2)CN2C=NC=1C2=NC=C(C1)NC)OC)F 3-((2-(4-(difluoromethoxy)phenyl)-8-methoxy-2,3-dihydrobenzo[b][1,4]dioxin-6-yl)methyl)-N-methyl-3H-imidazo[4,5-b]pyridin-6-amine